C(C)(C)(C)OC(=O)NOCCNC(OCC1=CC=CC=C1)=O Benzyl (2-(((tert-butoxycarbonyl)amino)oxy)ethyl)carbamate